tert-butyl N-[(3R)-7-[5-(2-methyloxetan-2-yl)-1,3,4-oxadiazol-2-yl]-1,1,4-trioxo-3,5-dihydro-2H-1lambda6,5-benzothiazepin-3-yl]carbamate CC1(OCC1)C1=NN=C(O1)C=1C=CC2=C(NC([C@H](CS2(=O)=O)NC(OC(C)(C)C)=O)=O)C1